BrC1=C2C(=NC(=C1)OC)NC=C2 4-bromo-6-methoxy-1H-pyrrolo[2,3-b]pyridine